CN1N=C(C=C1C(=O)OC)OCOCC[Si](C)(C)C methyl 2-methyl-5-(2-trimethylsilylethoxymethoxy)pyrazole-3-carboxylate